S1C(=CC=C1)C#CCNC1=CC=CC=C1 N-(3-(thien-2-yl)prop-2-yn-1-yl)aniline